2-(2,6-dioxo-3-piperidyl)-5-[4-[[4-fluoro-4-(piperazin-1-ylmethyl)-1-piperidyl]methyl]-1-piperidyl]isoindoline-1,3-dione O=C1NC(CCC1N1C(C2=CC=C(C=C2C1=O)N1CCC(CC1)CN1CCC(CC1)(CN1CCNCC1)F)=O)=O